FC1(CCN(CCC1)C1=NC(=C(C=C1C(=O)O)C)C(F)(F)F)F 2-(4,4-difluoroazepan-1-yl)-5-methyl-6-(trifluoromethyl)pyridine-3-carboxylic acid